N-octadecyl-dodecanoyl-amide C(CCCCCCCCCCCCCCCCC)[N-]C(CCCCCCCCCCC)=O